C1(=CC=CC=C1)C=1C(=C2C(=CC1)N=C1C=CC3=C4C=CC=CC4=NC3=C12)C1=C(C=CC=C1)C1=C2C(=CC=C1C1=CC=CC=C1)N=C1C=CC3=C4C=CC=CC4=NC3=C12 bis(phenylindolocarbazolyl)benzene